2,4-di(naphthalene-2-yl)-6-(4-(4,4,5,5-tetramethyl-1,3,2-dioxaborolan-2-yl)phenyl)-1,3,5-triazine C1=C(C=CC2=CC=CC=C12)C1=NC(=NC(=N1)C1=CC2=CC=CC=C2C=C1)C1=CC=C(C=C1)B1OC(C(O1)(C)C)(C)C